CC(CC)OC(=O)N(C(=O)NC=1C=C2C(=CNC2=CC1)C1CCN(CC1)CCC)C1=CC=CC=C1 N-(2-butoxycarbonyl)phenyl-N'-(3-(1-propylpiperidin-4-yl)-1H-indol-5-yl)urea